tin tris-(2-ethylhexanoate) C(C)C(C(=O)[O-])CCCC.C(C)C(C(=O)[O-])CCCC.C(C)C(C(=O)[O-])CCCC.[Sn+3]